2-(bis(3-aminopropyl)amino)ethan-1-ol NCCCN(CCO)CCCN